O=C1N(CCC(N1)=O)C1=C(C=C(C=C1)C#CCCCCCC(=O)O)OC 8-(4-(2,4-dioxotetrahydropyrimidin-1(2H)-yl)-3-methoxyphenyl)-oct-7-ynoic acid